(1R,3R,4R)-2-((3-chlorophenyl)glycyl)-5,5-difluoro-N-((S,E)-4-fluoro-4-(methylsulfonyl)-1-((R)-2-oxopyrrolidin-3-yl)but-3-en-2-yl)-2-azabicyclo[2.2.2]octane-3-carboxamide ClC=1C=C(C=CC1)NCC(=O)N1[C@H]2CC([C@@H]([C@@H]1C(=O)N[C@@H](C[C@@H]1C(NCC1)=O)\C=C(\S(=O)(=O)C)/F)CC2)(F)F